C(C)(=O)N1CC2(CCN(CC2)C(=O)OCC2=CC=CC=C2)C2=CC(=CC=C12)Cl benzyl 1-acetyl-5-chloro-spiro[indoline-3,4'-piperidine]-1'-carboxylate